BrC=1C=C2CCC(NC2=CC1)=O 6-bromo-3,4-dihydro-1H-quinolin-2-one